1-(3-(4-fluorophenyl)-2-hydroxy-7-methylquinolin-5-yl)ethan-1-one FC1=CC=C(C=C1)C=1C(=NC2=CC(=CC(=C2C1)C(C)=O)C)O